(3S,5R)-tert-Butyl 3-methoxy-5-((7-trityl-7H-pyrrolo[2,3-d]pyrimidin-4-yl)amino)piperidine-1-carboxylate CO[C@@H]1CN(C[C@@H](C1)NC=1C2=C(N=CN1)N(C=C2)C(C2=CC=CC=C2)(C2=CC=CC=C2)C2=CC=CC=C2)C(=O)OC(C)(C)C